(S)-2-chloro-N-(3-(5-(3-methylmorpholino)-1H-benzo[d]imidazol-2-yl)-1H-pyrazol-4-yl)pyrimidin-4-amine ClC1=NC=CC(=N1)NC=1C(=NNC1)C1=NC2=C(N1)C=CC(=C2)N2[C@H](COCC2)C